6-(Morpholin-4-yl)-4-{[cis-4-[(5-methoxypyrimidin-2-yl)oxy]cyclohexyl]oxy}pyrazolo[1,5-a]pyridine-3-carbonitrile N1(CCOCC1)C=1C=C(C=2N(C1)N=CC2C#N)O[C@@H]2CC[C@@H](CC2)OC2=NC=C(C=N2)OC